ClC1=CC=C(CNC2=CC=CC=C2)C=C1 N-(4-chlorobenzyl)-aniline